3-((1R,3R)-1-amino-3-methyl-8-azaspiro[4.5]decan-8-yl)-6-((2,3-dichlorophenyl)thio)pyrazin-2(1H)-one N[C@@H]1C[C@@H](CC12CCN(CC2)C=2C(NC(=CN2)SC2=C(C(=CC=C2)Cl)Cl)=O)C